C(#N)C1=CNC2=C(C=CC(=C12)C)NS(=O)(=O)C1=CN=C(S1)C1CCN(CC1)C N-(3-cyano-4-methyl-1H-indol-7-yl)-2-(1-methyl-4-piperidyl)thiazole-5-sulfonamide